N[C@H](C(=O)O)CC(=O)C1=C(C=CC(=C1)C)N (S)-2-amino-4-(2-amino-5-methylphenyl)-4-oxobutanoic acid